4-Bromo-2-(2-fluoro-4-(trifluoromethyl)phenyl)-2-methylbenzo[d][1,3]dioxole BrC1=CC=CC=2OC(OC21)(C)C2=C(C=C(C=C2)C(F)(F)F)F